N1(C=CC2=CC=CC=C12)CC(=O)ON=CC1=CC=C(C=C1)C(C)(C)C 4-tert-butylbenzaldehyde O-(2-(1H-indol-1-yl)acetyl) oxime